2-chloro-N-(5-cyano-3-fluoro-2-pyridyl)-5-[(2S)-2-(trifluoromethylsulfonylamino)propoxy]pyridine-3-carboxamide ClC1=NC=C(C=C1C(=O)NC1=NC=C(C=C1F)C#N)OC[C@H](C)NS(=O)(=O)C(F)(F)F